N-methyl-1-[[4-[5-(trifluoromethyl)-1,2,4-oxadiazol-3-yl]phenyl]methyl]pyrazole-4-carboxamide CNC(=O)C=1C=NN(C1)CC1=CC=C(C=C1)C1=NOC(=N1)C(F)(F)F